6-acetyl-2-((5-(4-(4-(((tert-butyldimethylsilyl)oxy)methyl)benzyl)-piperidin-1-yl)pyridin-2-yl)amino)-8-cyclopentyl-5-methylpyrido[2,3-d]pyrimidin-7(8H)-one C(C)(=O)C1=C(C2=C(N=C(N=C2)NC2=NC=C(C=C2)N2CCC(CC2)CC2=CC=C(C=C2)CO[Si](C)(C)C(C)(C)C)N(C1=O)C1CCCC1)C